ammonium zinc [Zn+2].[NH4+]